N-methyl-1-[[5-[5-(trifluoromethyl)-1,2,4-oxadiazol-3-yl]-2-thienyl]methyl]pyrazole-3-carboxamide CNC(=O)C1=NN(C=C1)CC=1SC(=CC1)C1=NOC(=N1)C(F)(F)F